((2-(dimethylphosphoryl)phenyl)amino)-3-((6-methoxy-4,4-dimethyl-1,2,3,4-tetrahydroisoquinolin-7-yl)amino)-1,2,4-triazine-6-carboxamide CP(=O)(C)C1=C(C=CC=C1)NC=1N=C(N=NC1C(=O)N)NC1=C(C=C2C(CNCC2=C1)(C)C)OC